N-[2,5-difluoro-4-(trifluoromethyl)phenyl]-4-fluoro-5-phenyl-1H-pyrrole-3-sulfonamide FC1=C(C=C(C(=C1)C(F)(F)F)F)NS(=O)(=O)C1=CNC(=C1F)C1=CC=CC=C1